2-(butylthio)acetic acid C(CCC)SCC(=O)O